(S)-1-(3,4-Difluorobenzyl)-N-(2,3,4-trimethyl-5-oxo-5,6,7,8-tetrahydro-4H-pyrazolo[1,5-a][1,3]diazepin-6-yl)-1H-1,2,4-triazol-3-carboxamid FC=1C=C(CN2N=C(N=C2)C(=O)N[C@@H]2C(N(C=3N(CC2)N=C(C3C)C)C)=O)C=CC1F